ClC1=CC=C(CN=C=NCCN(C=2C3=C(N=C(N2)OC[C@H]2N(CCC2)C)CN(CC3)C3=CC=CC2=CC=CC(=C32)C)C)C=C1 N-(2-((((4-chlorobenzyl)imino)methylene)amino)ethyl)-N-methyl-7-(8-methylnaphthalen-1-yl)-2-(((S)-1-methylpyrrolidin-2-yl)methoxy)-5,6,7,8-tetrahydropyrido[3,4-d]pyrimidin-4-amine